OC1=NC(=NC=N1)NC=1NC=2N(C(C1C1=CC=C(C=C1)OC)=O)N=C(C2C2=CC=CC=C2)C2=CC=CC=C2 5-((4-hydroxy-1,3,5-triazin-2-yl)amino)-6-(4-methoxyphenyl)-2,3-diphenylpyrazolo[1,5-a]pyrimidin-7(4H)-one